(E)-1-benzyl-1-(2-(4-isobutoxystyryl)-4,6-dimethoxybenzyl)-3-(3-methoxypropyl)urea C(C1=CC=CC=C1)N(C(=O)NCCCOC)CC1=C(C=C(C=C1OC)OC)\C=C\C1=CC=C(C=C1)OCC(C)C